N1=CC(=CC=C1C=O)C=1C=NC(=CC1)C=O 3,3'-bipyridine-6,6'-diformaldehyde